2-benzoylthiazolo[5,4-g]isoquinoline-4,9-dione C(C1=CC=CC=C1)(=O)C=1SC=2C(C=3C=CN=CC3C(C2N1)=O)=O